C(C1=CC=CC=C1)O[C@H]1O[C@@H]([C@@H]([C@H]1O)OCC1=CC=CC=C1)[C@@H](COCC1=CC=CC=C1)OCC1=CC=CC=C1 (2S,3R,4R,5R)-2,4-bis(benzyloxy)-5-((R)-1,2-bis(benzyloxy)ethyl)tetrahydrofuran-3-ol